C1(CC1)C=1N=C(C=2N(C1)C=C(N2)CNC)N2C(N(C(C2)=O)C)=O 1-(6-cyclopropyl-2-((methylamino)methyl)-imidazo[1,2-a]pyrazin-8-yl)-3-methylimidazolidine-2,4-dione